2-{[(1S)-1-{4-[1-(4-propenylpiperazin-1-yl)propyl]phenyl}ethyl]amino}-8-methylpyrido[2,3-d]pyrimidin-7(8H)-one C(=CC)N1CCN(CC1)C(CC)C1=CC=C(C=C1)[C@H](C)NC=1N=CC2=C(N1)N(C(C=C2)=O)C